C(#N)C[C@H]1CCC2=NN=C(N21)C2=CC=CC(=N2)NC(C2=C(C=C(C(=C2)N2C=NC(=C2)C2CC2)C)F)=O (R)-N-(6-(5-(cyanomethyl)-6,7-dihydro-5H-pyrrolo[2,1-c][1,2,4]triazol-3-yl)pyridin-2-yl)-5-(4-cyclopropyl-1H-imidazol-1-yl)-2-fluoro-4-methylbenzamide